ClC=1C(=C(CNC(=O)C=2N=NN(C2)CC=2N=C3N(C=C(C=C3CCC(=O)O)C3CC3)C2)C(=CC1)N1N=NN=C1)F 3-(2-((4-((3-chloro-2-fluoro-6-(1H-tetrazol-1-yl)benzyl)carbamoyl)-1H-1,2,3-triazol-1-yl)methyl)-6-cyclopropylimidazo[1,2-a]pyridin-8-yl)propanoic acid